ClC1=C(C=C(OCC(=O)NC23CC(C2)(C3)C(=O)NC3=CC=C(C=C3)Cl)C=C1)F 3-[2-(4-chloro-3-fluorophenoxy)acetamido]-N-(4-chlorophenyl)bicyclo[1.1.1]pentane-1-carboxamide